trans-tert-butyl 3a-fluoro-5-(2-fluoro-4-sulfamoylbenzoyl)hexahydropyrrolo[3,4-c]pyrrole-2(1H)-carboxylate F[C@@]12[C@H](CN(C1)C(C1=C(C=C(C=C1)S(N)(=O)=O)F)=O)CN(C2)C(=O)OC(C)(C)C